4-(1-cyclopropyl-3-(2,6-dimethylphenoxy)-2-oxo-1,2-dihydropyridin-4-yl)-6-methyl-1,6-dihydro-7H-pyrrolo[2,3-c]pyridin-7-one C1(CC1)N1C(C(=C(C=C1)C=1C2=C(C(N(C1)C)=O)NC=C2)OC2=C(C=CC=C2C)C)=O